5-formyl-2,4-dimethylbenzoic acid C(=O)C=1C(=CC(=C(C(=O)O)C1)C)C